BrC1=CC=C(C=C1)C1=CC=C(C=C1)B(O)O 4'-bromo-4-biphenylboronic acid